C(/C1=CC=CC=C1)=N\C(C(=O)OCC)CC Ethyl (E)-2-(benzylideneamino)butanoate